C1(=CC=CC=C1)P(C1=CC=CC=C1)C1=CC=CC=C1.C1(=CC=CC=C1)P(C1=CC=CC=C1)C1=CC=CC=C1.C1(=CC=CC=C1)P(C1=CC=CC=C1)C1=CC=CC=C1.[Cu+] copper (I) tris(triphenylphosphine)